1,2,5-oxadiazolo[3,4-d]pyridazine N=1ON=C2C1C=NN=C2